The molecule is an acyl-CoA oxoanion arising from deprotonation of the phosphate, diphosphate and carboxylic acid functions of (3R)-citramalyl-CoA. It is a conjugate base of a (3R)-citramalyl-CoA. C[C@@](CC(=O)SCCNC(=O)CCNC(=O)[C@@H](C(C)(C)COP(=O)([O-])OP(=O)([O-])OC[C@@H]1[C@H]([C@H]([C@@H](O1)N2C=NC3=C(N=CN=C32)N)O)OP(=O)([O-])[O-])O)(C(=O)[O-])O